CN(C(OC(C)(C)C)=O)CCOCCOCCOCC#C tert-butyl methyl(2-(2-(2-(prop-2-yn-1-yloxy)ethoxy)ethoxy)ethyl)carbamate